2-((2S)-1-acryloyl-4-(2-(((S)-1-methylpyrrolidin-2-yl)methoxy)-7-(1,1a,6,6a-tetrahydrocyclopropa[a]inden-2-yl)pyridino[3,2-d]pyrimidin-4-yl)piperazin-2-yl)acetonitrile C(C=C)(=O)N1[C@H](CN(CC1)C=1C2=C(N=C(N1)OC[C@H]1N(CCC1)C)C=C(C=N2)C2=CC=CC=1CC3C(C21)C3)CC#N